1-(difluoromethyl)-4-iodo-1H-imidazole FC(N1C=NC(=C1)I)F